4-(4-fluorophenyl)-1-methoxy-but-3-yn-2-one FC1=CC=C(C=C1)C#CC(COC)=O